C(C=1C(N)=CC=CC1)(=O)[O-] anthranilate